(3aS,4S,6aR)-5-benzyl 4-methyl 3a-allyltetrahydro-1H-furo[3,4-c]pyrrole-4,5(3H)-dicarboxylate C(C=C)[C@]12[C@H](CN([C@@H]1C(=O)OC)C(=O)OCC1=CC=CC=C1)COC2